(5'S,7a'R)-5'-(3,5-difluoro-phenyl)-1-(1-methyl-1H-pyrazole-3-carbonyl)tetra-hydro-3'H-spiro[piperidine-4,2'-pyrrolo[2,1-b]-oxazol]-3'-one FC=1C=C(C=C(C1)F)[C@@H]1CC[C@H]2OC3(C(N21)=O)CCN(CC3)C(=O)C3=NN(C=C3)C